C(C1=CC=CC=C1)C1CC(=NO1)COCC=1C=2N(C=CC1)C=CN2 5-benzyl-3-((imidazo[1,2-a]pyridin-8-ylmethoxy)methyl)-4,5-dihydroisoxazole